N-(7-fluoro-2-methyl-indazol-5-yl)-2-methyl-4-[(3R)-3-(methylamino)pyrrolidin-1-yl]indazole-7-carboxamide FC1=CC(=CC2=CN(N=C12)C)NC(=O)C1=CC=C(C2=CN(N=C12)C)N1C[C@@H](CC1)NC